(3S)-3-{[1-cyclopentyl-5-(2,6-dimethoxyphenyl)-1H-pyrazol-3-yl]formamido}-5-(2,6-dimethylpiperidin-1-yl)pentanoic acid C1(CCCC1)N1N=C(C=C1C1=C(C=CC=C1OC)OC)C(=O)N[C@H](CC(=O)O)CCN1C(CCCC1C)C